(4-methoxybenzyl)triphenylphosphonium chloride salt [Cl-].COC1=CC=C(C[P+](C2=CC=CC=C2)(C2=CC=CC=C2)C2=CC=CC=C2)C=C1